ClC=1C(=C(C(=CC1)C(F)F)C1=CN=C(C(=N1)C(=O)NC1=NN(N=C1)CC=1C=NC(=C(C1)C)N1C([C@@H]2C[C@@H]2C1)=O)C)F 6-(3-chloro-6-(difluoromethyl)-2-fluorophenyl)-3-methyl-N-(2-((5-methyl-6-((1r,5s)-2-oxo-3-azabicyclo[3.1.0]hex-3-yl)pyridin-3-yl)methyl)-2H-1,2,3-triazol-4-yl)pyrazine-2-carboxamide